(3S)-4-(1-(4-(aminomethyl)-2,6-dimethylphenyl)-6-Fluoro-7-(2-Fluoro-6-hydroxyphenyl)-2-oxo-1,2-dihydropyrido[2,3-d]pyrimidin-4-yl)-3-methylpiperazine-1-Carboxylic acid tert-butyl ester C(C)(C)(C)OC(=O)N1C[C@@H](N(CC1)C=1C2=C(N(C(N1)=O)C1=C(C=C(C=C1C)CN)C)N=C(C(=C2)F)C2=C(C=CC=C2O)F)C